(Z)-3-Fluoro-4-(N'-hydroxycarbamimidoyl)benzoic acid FC=1C=C(C(=O)O)C=CC1/C(/N)=N/O